BrC1=C(C=CC=C1[N+](=O)[O-])COCC 2-bromo-1-(ethoxymethyl)-3-nitrobenzene